methoxy-N,N-dimethyl-5-(5-methyl-4-(2-oxo-2,3-dihydrobenzo[d]oxazol-5-ylamino)pyrimidin-2-ylamino)benzamide COC1=C(C(=O)N(C)C)C=C(C=C1)NC1=NC=C(C(=N1)NC=1C=CC2=C(NC(O2)=O)C1)C